C(C)(C)(C)OC(=O)N1[C@@H]([C@H](C1)N1C=CC2=NC(=CC=C21)C(=O)OC)C (2r,3s)-3-[5-(methoxycarbonyl)pyrrolo[3,2-b]pyridin-1-yl]-2-methylazetidine-1-carboxylic acid tert-butyl ester